1-[2-[1-(2,2-Difluoropropyl)-3-methyl-pyrazol-4-yl]-6-[5-[(6-methylpyridazin-3-yl)amino]benzimidazol-1-yl]-3-pyridinyl]ethanol FC(CN1N=C(C(=C1)C1=NC(=CC=C1C(C)O)N1C=NC2=C1C=CC(=C2)NC=2N=NC(=CC2)C)C)(C)F